2-[(4-hydroxy-7-phenoxy-isoquinoline-3-carbonyl)-amino]-propionic acid OC1=C(N=CC2=CC(=CC=C12)OC1=CC=CC=C1)C(=O)NC(C(=O)O)C